C(C(C)C)S[C@@H]1C=CC([13C@H](O1)C)=O (2R,6R)-6-(isobutylsulfanyl)-2-methyl-2H-pyran-3(6H)-one-13C